1-(1,3-benzodioxol-4-yl)-N-(1,3-benzodioxol-4-ylmethyl)methylamine O1COC2=C1C=CC=C2CNCC2=CC=CC=1OCOC12